6-((4-(methylamino)-5-(trifluoromethyl)pyrimidin-2-yl)amino)-1H-indazole-3-carbonitrile CNC1=NC(=NC=C1C(F)(F)F)NC1=CC=C2C(=NNC2=C1)C#N